OC1=CC=C(C=C1)C1C(N(C(CC1)=O)C(=O)OC(C)(C)C)=O tert-Butyl 3-(4-hydroxyphenyl)-2,6-dioxopiperidine-1-carboxylate